N-(5-amino-2-methylpyridin-3-yl)-2-(2-morpholinopyridin-4-yl)pyrazolo[5,1-b]thiazole-7-carboxamide NC=1C=C(C(=NC1)C)NC(=O)C=1C=NN2C1SC(=C2)C2=CC(=NC=C2)N2CCOCC2